N-(4-amino-1-((2-(trimethylsilyl)ethoxy)methyl)-1H-pyrazolo[4,3-c]pyridin-7-yl)-2-(rac-(2S,5R)-2-(3-chloro-4-fluorophenyl)-5-methylpiperidin-1-yl)-2-oxoacetamide NC1=NC=C(C2=C1C=NN2COCC[Si](C)(C)C)NC(C(=O)N2[C@@H](CC[C@H](C2)C)C2=CC(=C(C=C2)F)Cl)=O |r|